FC=1C=C(C=CC1C)N1N=C2N=CN=C(C2=C1)N1CC(NCC1)C(=O)NCC1=CC2=C(SC=C2F)C=C1 4-(2-(3-fluoro-4-methylphenyl)-2H-pyrazolo[3,4-d]pyrimidin-4-yl)-N-((3-fluorobenzo[b]thiophen-5-yl)methyl)piperazine-2-carboxamide